(R)-2-amino-N-(tert-butyl)hexanamide hydrochloride Cl.N[C@@H](C(=O)NC(C)(C)C)CCCC